(propane-2,2-diylbis(furan-5,2-diyl))dimethanamine CC(C)(C1=CC=C(O1)CN)C1=CC=C(O1)CN